P(OCCCCCCCCCCCCCCCCCC)(OCCCCCCCCCCCCCCCCCC)OCCCCCCCCCCCCCCCCCC Phosphorous acid, trioctadecyl ester